1-[(2-methoxyethyl)trimethyl-$l^{5}-silyl]-3-(4,4,5,5-tetramethyl-1,3,2-dioxaborolan-2-yl)indazole COCC[Si](N1N=C(C2=CC=CC=C12)B1OC(C(O1)(C)C)(C)C)(C)(C)C